1-(1-(t-Butoxycarbonyl)cyclopropyl)piperazine-2-carboxylic acid methyl ester COC(=O)C1N(CCNC1)C1(CC1)C(=O)OC(C)(C)C